[Na+].C(=O)CC(=O)[O-] formylacetate sodium salt